methyl-4-androstene-3,17-dione CC[C@@]12C(CC[C@H]1[C@@H]1CCC3=CC(CC[C@]3(C)[C@H]1CC2)=O)=O